COC1=C(C=C2CN(CC(C2=O)=CC2=C(C=CC=C2)OC)C)C=CC=C1 3,5-Bis(2-methoxybenzylidene)-1-methylpiperidin-4-one